bismuth ethylcamphorate C(C)OC(C1(C)C(C)(C)C(C(=O)[O-])CC1)=O.[Bi+3].C(C)OC(C1(C)C(C)(C)C(C(=O)[O-])CC1)=O.C(C)OC(C1(C)C(C)(C)C(C(=O)[O-])CC1)=O